methyl-2-butenoyl chloride CC(C(=O)Cl)=CC